[O-]S(=O)(=O)C(F)(F)F.C(CCCCCCCC)[NH+]1CCC(CC1)CCCC 1-Nonyl-4-butylpiperidinium triflate